[SH3+].BrC1=CC=C(C=C)C=C1 4-bromostyrene sulfonium salt